(4-methoxyphenyl)-[2-(2-pyridyl)-7,8-dihydro-5H-pyrido[4,3-d]pyrimidin-6-yl]methanone COC1=CC=C(C=C1)C(=O)N1CC2=C(N=C(N=C2)C2=NC=CC=C2)CC1